C(C)N1N=CC=2C1=NC(=CC2N2CC1=C(CC2)N(N=C1C)CC12CCC(CC1)(CC2)N)C 4-((5-(1-ethyl-6-methyl-1H-pyrazolo[3,4-b]pyridin-4-yl)-3-methyl-4,5,6,7-tetrahydro-1H-pyrazolo[4,3-c]pyridin-1-yl)methyl)bicyclo[2.2.2]octan-1-amine